2-chloro-4-(pyridin-2-yloxy)-pyrimidine ClC1=NC=CC(=N1)OC1=NC=CC=C1